ClC1=C(C=C(OCC(=O)NC23C[C@@H](C(CC2)(CC3)NC(=O)[C@@H]3OC2=C(CC3)C=C(C=C2)F)O)C=C1)F (2R)-N-{(2S)-4-[2-(4-chloro-3-fluorophenoxy)acetamido]-2-hydroxybicyclo[2.2.2]octan-1-yl}-6-fluoro-3,4-dihydro-2H-1-benzopyran-2-carboxamide